C(C)(C)(C)C1=NN=C(O1)C=1C(=NC(=NC1)NC=1C=C2CCC(NC2=CC1)=O)N[C@H](CO)C1=CC=CC=C1 6-[[5-(5-tert-butyl-1,3,4-oxadiazol-2-yl)-4-[[(1S)-2-hydroxy-1-phenyl-ethyl]amino]pyrimidin-2-yl]amino]-3,4-dihydro-1H-quinolin-2-one